N1N=CC2=C1C=CCO2 4,5-dihydropyranopyrazole